FC1(CC=C(CC1)C1=C(C(=O)OC(C)(C)C)C(=CC=N1)C1=C(C=CC(=C1)F)F)F tert-butyl 2-(4,4-difluorocyclohex-1-en-1-yl)-4-(2,5-difluorophenyl)nicotinate